2-chloro-4-((S or R)-2-methyl-4-(1-((R or S)-3,3,3-trifluoro-2-hydroxy-2-(3-methoxyphenyl)propanoyl)piperidin-4-yl)butoxy)benzamide ClC1=C(C(=O)N)C=CC(=C1)OC[C@H](CCC1CCN(CC1)C([C@@](C(F)(F)F)(C1=CC(=CC=C1)OC)O)=O)C |o1:12,22|